COC1CCCC=2N=C(SC21)C=2ONOC2 7-methoxy-4-(4,5,6,7-tetrahydrobenzo[d]thiazol-2-yl)-[1,3]dioxazole